C=C1NCCC1 (S)-2-methylenetetrahydro-1H-pyrrol